N1C=2N(C=C1)N=CC2 1H-pyrazolo[1,5-a]imidazole